C(=O)C1=CC(=C(C=C1)CCCCCCCCCCCCCCCCCCCC(=O)[O-])CCCCCCCCCCCCCCCCCCCC(=O)[O-] 4-formyl-1,2-phenylenebis(eicosanoate)